OC(C)C1=CC=C(OC(C(=O)OCC)(C)C)C=C1 ethyl 2-(4-(1-hydroxyethyl)phenoxy)-2-methylpropanoate